tert-butyl 4-(7-fluoro-1-((2-(trimethylsilyl)ethoxy)methyl)-1H-indazol-6-yl)-3,6-dihydropyridine-1(2H)-carboxylate FC=1C(=CC=C2C=NN(C12)COCC[Si](C)(C)C)C=1CCN(CC1)C(=O)OC(C)(C)C